C[C@]12CC(C[C@](CC1)(N2)C)N(C=2SC1=C(C=NC(=C1)C=1C=C(C=3N(C1)C=C(N3)C)C)N2)C N-[(1R,3s,5S)-1,5-Dimethyl-8-azabicyclo[3.2.1]octan-3-yl]-6-(2,8-dimethylimidazo[1,2-a]pyridin-6-yl)-N-methyl[1,3]thiazolo[4,5-c]pyridin-2-amin